(1RS,2RS,3aSR,8bSR)-5-bromo-1-((3SR,E)-3-hydroxy-4-methyloct-1-en-6-yn-1-yl)-2,3,3a,8b-tetrahydro-1H-cyclopenta[b]benzofuran-2-ol BrC1=CC=CC=2[C@H]3[C@@H](OC21)C[C@H]([C@@H]3\C=C\[C@H](C(CC#CC)C)O)O |r|